OCCNC(C(C)O)=O N-(2-hydroxyethyl)-2-hydroxy-propionamide